BrC1=CC(=C(C=C1C)N(C(C#CC1CCOCC1)=O)C1=CC=C2C(=N1)CCC2)C N-(4-bromo-2,5-dimethylphenyl)-N-{5H,6H,7H-cyclopenta[b]pyridin-2-yl}-3-(oxan-4-yl)prop-2-ynamide